PC(=O)N Phosphanylcarboxamid